C(#N)C1N(CSC1)C(CNC(=O)C1=CC=NC2=CC=C(C=C12)N1CCC2(CCOCC2)CC1)=O N-(2-(4-Cyanothiazolidin-3-yl)-2-oxoethyl)-6-(3-oxa-9-azaspiro[5.5]undecan-9-yl)quinoline-4-carboxamide